C(C)(C)(C)NC(=C(NC(C)(C)C)NC(C)(C)C)[SiH3] tris(tert-butylamino)vinylsilane